O1CC(C1)C(=O)N(C=1SC(=C(N1)C(=O)NC1C(CC1)(C)C)C)C1=CC(=NC(=C1)F)F 2-{[(oxetan-3-yl)carbonyl](2,6-difluoropyridin-4-yl)amino}-N-(2,2-dimethylcyclobutyl)-5-methylthiazole-4-carboxamide